C1(CC1)COC1=NC=2N(C(C=NC2C=N1)=O)C1=CC=C(C=C1)OC(F)F 2-(cyclopropylmethoxy)-8-(4-(difluoromethoxy)phenyl)pteridine-7(8H)-one